C1(CC1)C1=CC=C(C=C1)C(=O)N1CC2(C1)CC(C2)N(C=2C1=C(N=CN2)NC=C1)C (4-cyclopropylphenyl)(6-(methyl(7H-pyrrolo[2,3-d]pyrimidin-4-yl)amino)-2-azaspiro[3.3]heptan-2-yl)methanone